2-(cyclopropylmethyl)-N-(1-isopropyl-1H-pyrazol-4-yl)-1,2,3,4-tetrahydroisoquinolin-7-amine hydrochloride Cl.C1(CC1)CN1CC2=CC(=CC=C2CC1)NC=1C=NN(C1)C(C)C